[Si](C)(C)(C(C)(C)C)O[C@H]([C@H](C=1OC(=NN1)C1=CC=C(C=C1)N1CCNCC1)NC1=CC(=C(C#N)C=C1)Cl)C 4-(((1R,2S)-2-((tert-Butyldimethylsilyl)oxy)-1-(5-(4-(piperazin-1-yl)phenyl)-1,3,4-oxadiazol-2-yl)propyl)amino)-2-chlorobenzonitrile